NC1=NC=2C=NC(=CC2C2=C1COC2)C(=O)N2[C@H](COCC2)C=2SC(=CC2)C(F)(F)F (4-amino-1,3-dihydrofuro[3,4-c][1,7]naphthyridin-8-yl)((3R)-3-(5-(trifluoromethyl)-2-thiophenyl)-4-morpholinyl)methanone